6-(((R)-4,4-difluoro-3-methylpiperidin-1-yl)methyl)-2-(3-(trans-3-hydroxy-1-(4-methyl-4H-1,2,4-triazol-3-yl)cyclobutyl)phenyl)-4-(trifluoromethyl)isoindolin-1-one FC1([C@@H](CN(CC1)CC1=CC(=C2CN(C(C2=C1)=O)C1=CC(=CC=C1)C1(CC(C1)O)C1=NN=CN1C)C(F)(F)F)C)F